N[C@@H]1CCCC12CCN(CC2)C=2C1=C(C(=NC2CO)C2=C(C(=CC=C2)Cl)Cl)C(NC1)=O (R)-7-(1-amino-8-azaspiro[4.5]decan-8-yl)-4-(2,3-dichlorophenyl)-6-(hydroxymethyl)-1,2-dihydro-3H-pyrrolo[3,4-c]pyridin-3-one